tert-butyl 6-((3-(2-aminobenzo[d]oxazol-5-yl)-4-(dimethylamino)-1H-pyrazolo[3,4-d]pyrimidin-1-yl)methyl)-3,4-dihydroisoquinoline-2(1H)-carboxylate NC=1OC2=C(N1)C=C(C=C2)C2=NN(C1=NC=NC(=C12)N(C)C)CC=1C=C2CCN(CC2=CC1)C(=O)OC(C)(C)C